C(C)S(=O)(=O)C1=C(C=CC(=C1)Br)I (5-bromo-2-iodophenyl) (ethyl) sulfone